5-amino-8-(2,6-dimethyl-4-pyridinyl)-2-[2-[[1-(3-methyl-1H-pyrazol-5-yl)-4-piperidinyl]amino]ethyl]-7-phenyl-[1,2,4]triazolo[4,3-c]pyrimidin-3-one NC1=NC(=C(C=2N1C(N(N2)CCNC2CCN(CC2)C2=CC(=NN2)C)=O)C2=CC(=NC(=C2)C)C)C2=CC=CC=C2